4-methoxybenzo[b]selenophen-3(2h)-one COC1=CC=CC=2[Se]CC(C21)=O